C(C)(=O)N1CCC(CC1)NCC1=C(C=C(C=C1)C1=NC=CC(=C1Cl)C=1C(=C(C=CC1)C1=CC=C(C(=N1)OC)CNC1CCN(CC1)C(C)=O)Cl)F 1-(4-(((6-(3-(2-(4-(((1-acetylpiperidin-4-yl)amino)methyl)-3-fluorophenyl)-3-chloropyridin-4-yl)-2-chlorophenyl)-2-methoxypyridin-3-yl)methyl)amino)piperidin-1-yl)ethan-1-one